((5-fluoro-2,3-dihydrobenzofuran-4-yl)methyl)-2-(oxazol-5-yl)imidazo[1,2-c]pyrimidin-5-amine FC=1C=CC2=C(CCO2)C1CC1=C(N=C2N1C(=NC=C2)N)C2=CN=CO2